FC1(CC(C1)C1=NNC(=N1)C1CC2(CN(C2)C(=O)N2CC3(C2)CN(C3)CC=3SC(=CN3)C(F)(F)F)C1)F [6-[3-(3,3-difluorocyclobutyl)-1H-1,2,4-triazol-5-yl]-2-azaspiro[3.3]heptan-2-yl]-[6-[[5-(trifluoromethyl)thiazol-2-yl]methyl]-2,6-diazaspiro[3.3]heptan-2-yl]methanone